1-methyl-6-methylsulfonyl-N-[4-(trifluoromethyl)phenyl]pyrazolo[3,4-d]pyrimidin-4-amine CN1N=CC=2C1=NC(=NC2NC2=CC=C(C=C2)C(F)(F)F)S(=O)(=O)C